3-Bromothieno[3,2-b]thiophene BrC=1C2=C(SC1)C=CS2